1-fluoro-N-[(1S)-2-[3-hydroxy-4-(3-methylimidazol-4-yl)anilino]-1-[(1R)-7-[2-[(1R,4R)-2-oxa-5-azabicyclo[2.2.1]heptan-5-yl]-4-pyridyl]tetralin-1-yl]-2-oxo-ethyl]cyclopropanecarboxamide FC1(CC1)C(=O)N[C@H](C(=O)NC1=CC(=C(C=C1)C=1N(C=NC1)C)O)[C@@H]1CCCC2=CC=C(C=C12)C1=CC(=NC=C1)N1[C@H]2CO[C@@H](C1)C2